methyl (3-(6-oxo-1,6-dihydropyridazin-3-yl)phenyl)carbamate O=C1C=CC(=NN1)C=1C=C(C=CC1)NC(OC)=O